FC=1C=C2C(=CNC2=CC1F)NC(C(=O)NC=1C=C2C(=NC1)SC=C2)=O N'-(5,6-difluoro-1H-indol-3-yl)-N-{thieno[2,3-b]pyridin-5-yl}ethanediamide